5-methyl-3-phenyl-4,5-dihydro-3H-imidazo[1,5-a]pyrazolo[4,3-c]pyridine CC1CC2=C(C=3N1C=NC3)C=NN2C2=CC=CC=C2